BrC=1C=CC=2N(C1)C(=NN2)CO[Si](C)(C)C(C)(C)C 6-bromo-3-(((tert-butyldimethylsilyl)oxy)methyl)-[1,2,4]triazolo[4,3-a]pyridine